2-(4-morpholinobenzyl)pyrazolo[1,5-c]quinazolin-5-amine O1CCN(CC1)C1=CC=C(CC2=NN3C(=NC=4C=CC=CC4C3=C2)N)C=C1